(±)-N-(3-chloro-4-(trifluoromethyl)phenyl)-6,7,8,9-tetrahydro-5H-6,9-epiminocyclohepta[c]-pyridine-10-carboxamide ClC=1C=C(C=CC1C(F)(F)F)NC(=O)N1C2CC3=C(C=NC=C3)C1CC2